NC1=C2C(=NC=N1)N(N=C2C=2C=CC(=C(C2)NS(=O)(=O)C)OC)[C@@H](CC)C=2C=C1N(C(C2C2=CC(=CC=C2)F)=O)C(=CS1)Cl (S)-N-(5-(4-amino-1-(1-(3-chloro-6-(3-fluorophenyl)-5-oxo-5H-thiazolo[3,2-a]pyridin-7-yl)propyl)-1H-pyrazolo[3,4-d]pyrimidin-3-yl)-2-methoxyphenyl)methanesulfonamide